6-(8-dimethylamino-2-oxo-8-phenyl-1,3-diazaspiro[4.5]decan-3-yl)-5-fluoro-pyridine-3-carboxylic acid amide CN(C1(CCC2(CN(C(N2)=O)C2=C(C=C(C=N2)C(=O)N)F)CC1)C1=CC=CC=C1)C